N-[2-(5-chloro-1,3-benzoxazol-2-yl)-2-azaspiro[3.3]heptan-6-yl]-2-(1,1-dioxothietan-3-yl)acetamide ClC=1C=CC2=C(N=C(O2)N2CC3(C2)CC(C3)NC(CC3CS(C3)(=O)=O)=O)C1